FC1=C(C(=C2C=CC=NC2=C1)C)NC1=NC=C2N(C(N(C2=N1)C1(CCOCC1)C#N)=O)C 4-(2-((7-fluoro-5-methylquinolin-6-yl)amino)-7-methyl-8-oxo-7,8-dihydro-9H-purin-9-yl)tetrahydro-2H-pyran-4-carbonitrile